5-chloro-(imidazo[4,5-B]pyridine) ClC1=CC=C2C(=N1)N=CN2